CN1C(=NC2=C1C=C(C(=C2NC(C(F)(F)F)=O)C=2C=1N(C=CC2)C(=NC1)C(C1=CC(=C(C(=C1)F)F)F)=O)C(F)(F)F)C N-(1,2-dimethyl-5-(3-(3,4,5-trifluorobenzoyl)imidazo[1,5-a]pyridin-8-yl)-6-(trifluoromethyl)-1H-benzo[d]imidazol-4-yl)-2,2,2-trifluoroacetamide